COC=1C(=C2C=CN(C2=C(C1)C)C(=O)OC(C)(C)C)CN1[C@@H](CCCC1)C1=C(C=C(C=C1)C(=O)OC)NC tert-Butyl (S)-5-methoxy-4-((2-(4-(methoxycarbonyl)-2-(methylamino)phenyl)piperidin-1-yl)methyl)-7-methyl-1H-indole-1-carboxylate